tert-butyl 4-(1-(3-cyano-6-((6R)-6-(hydroxymethyl)-1-oxa-8-azaspiro[4.5]decan-8-yl)-2-(trifluoromethyl)pyridin-4-yl)azetidin-3-yl)piperazine-1-carboxylate C(#N)C=1C(=NC(=CC1N1CC(C1)N1CCN(CC1)C(=O)OC(C)(C)C)N1C[C@@H](C2(CCCO2)CC1)CO)C(F)(F)F